dodecylbis(2-hydroxyethyl)methylammonium C(CCCCCCCCCCC)[N+](C)(CCO)CCO